FS(C1=CC=C(C=C1)S(=O)(=O)N)(F)(F)(F)F 4-(pentafluoro-λ6-sulfanyl)benzenesulfonamide